BrC1=C(C=CC2=C1C=C(O2)C(=O)O)N2CCN(CC2)C(C2=C(C=CC(=C2)Cl)Cl)=O 4-bromo-5-[4-(2,5-dichloro-benzoyl)-piperazin-1-yl]-benzofuran-2-carboxylic acid